NC1=NNC2=CC=C(C(=C12)C=1C=C2C(=CN(C2=CC1)C1CN(C1)C(C=C)=O)C(F)(F)F)C 1-(3-(5-(3-amino-5-methyl-1H-indazol-4-yl)-3-(trifluoromethyl)-1H-indol-1-yl)azetidin-1-yl)prop-2-en-1-one